C(#N)C1=NC2=CC(=CC(=C2N=C1OCC1=CC=C(C=C1)OC)[C@@H](C)NC(OC(C)(C)C)=O)C tert-butyl (R)-(1-(2-cyano-3-((4-methoxybenzyl)oxy)-7-methylquinoxalin-5-yl)ethyl)carbamate